N1(CCCC1)C1=NN2C(C(=N1)NC=1N=CN(C1)C1=CC(=C(C(=C1)OC)OC)OC)=CC=C2 2-(pyrrolidin-1-yl)-N-(1-(3,4,5-trimethoxyphenyl)-1H-imidazol-4-yl)pyrrolo[2,1-f][1,2,4]triazin-4-amine